C1(CC1)C=1N=C(N(C1)COCC[Si](C)(C)C)C1=CC=C(C=C1)B1OC(C(O1)(C)C)(C)C 2-[[4-cyclopropyl-2-[4-(4,4,5,5-tetramethyl-1,3,2-dioxaborolan-2-yl)phenyl]imidazol-1-yl]methoxy]ethyl-trimethyl-silane